1-fluoro-4-(methylsulfonyl)-2-nitrobenzene FC1=C(C=C(C=C1)S(=O)(=O)C)[N+](=O)[O-]